CN=S1(CCN(CC1)C[C@H](C)NC(OCC1C2=CC=CC=C2C=2C=CC=CC12)=O)=O (9H-fluoren-9-yl)methyl (S)-(1-(1-(methylimino)-1-oxido-1λ6-thiomorpholino)propan-2-yl)carbamate